benzyl 3-deuterio-α-diazopropionate [2H]CC(C(=O)OCC1=CC=CC=C1)=[N+]=[N-]